2,3-difluoro-4-{[1,2,4]triazolo[1,5-a]pyrimidin-7-yl}benzonitrile FC1=C(C#N)C=CC(=C1F)C1=CC=NC=2N1N=CN2